C(C)(C)(C)[Si](OCC#C)(C1=CC=CC=C1)C1=CC=CC=C1 tert-butyldiphenyl-(2-propynyloxy)silane